N-{4-[2-(2-chloro-4-fluorophenyl)acetamido]pyridin-2-yl}-N-(2,4-difluorophenyl)acetamide ClC1=C(C=CC(=C1)F)CC(=O)NC1=CC(=NC=C1)N(C(C)=O)C1=C(C=C(C=C1)F)F